4-(4-nitrophenyl)but-3-yn-1-ol [N+](=O)([O-])C1=CC=C(C=C1)C#CCCO